S1N=NC(=C1)C=1N=NSC1 bi-thiadiazole